(1-(2,6-Dioxopiperidin-3-yl)-3-methyl-2-oxo-2,3-dihydro-1H-benzo[d]imidazol-5-yl)-2,7-diazaspiro[3.5]nonane-2-carboxylic acid tert-butyl ester C(C)(C)(C)OC(=O)N1C(C2(C1)CCNCC2)C2=CC1=C(N(C(N1C)=O)C1C(NC(CC1)=O)=O)C=C2